C1(=CC=C(C=C1)C1=CC=CC=2NC(=NC21)CC2=CC=C(C(=O)O)C=C2)C=2CCCCC2 4-((4-(2',3',4',5'-tetrahydro-[1,1'-biphenyl]-4-yl)-1H-benzo[d]imidazol-2-yl)methyl)benzoic acid